C1(CC1)C=1C=CC(=NC1F)C(NC(=O)C1N(CC(C1)F)C(CN1N=NC(=C1)N(C)C)=O)C1=CC=CC=C1 N-[(5-cyclopropyl-6-fluoropyridin-2-yl)(phenyl)methyl]-1-{2-[4-(dimethylamino)-1H-1,2,3-triazol-1-yl]acetyl}-4-fluoropyrrolidine-2-carboxamide